8-bromo-4-[(2R)-3-(3,4-dihydro-1H-isoquinolin-2-yl)-2-hydroxy-propyl]-1-methyl-2,3-dihydro-1,4-benzodiazepine-5-one BrC1=CC2=C(C(N(CCN2C)C[C@@H](CN2CC3=CC=CC=C3CC2)O)=O)C=C1